COC(=O)C1C(C=2C(NC1=O)=NNC2)C2=CC(=C(C=C2)OC2=CC(=CC(=C2)C(F)(F)F)C(F)(F)F)OC 4-{4-[3,5-bis(trifluoromethyl)phenoxy]-3-methoxyphenyl}-6-oxo-2h,4h,5h,6h,7h-pyrazolo[3,4-b]pyridine-5-carboxylic acid methyl ester